FC(C=1C=C(C=C(C1)C(F)(F)F)C(=C)O[Si](C)(C)C)(F)F 1-(3,5-bis(trifluoromethyl)phenyl)-1-trimethylsiloxyethylene